iodo-quinoxaline IC1=NC2=CC=CC=C2N=C1